FC(C1=NN=C(O1)C1=CC=2N(C=C1)C=C(N2)CNC2=CC=C(C=C2)C(F)(F)F)F N-((7-(5-(difluoromethyl)-1,3,4-oxadiazol-2-yl)imidazo[1,2-a]pyridin-2-yl)methyl)-4-(trifluoromethyl)aniline